(2-ethyl-6-propyl-1,4-phenylene) ether C(C)C1=C2C(=CC(=C1)O2)CCC